C1(C=CC(N1N(C(CC)=O)C(COCCO)O)=O)=O (N-maleimidopropionamido)-diethyleneglycol